N-(4-(3-amino-6-(1-isobutyrylpiperidin-4-yl)-[1,2,3]triazolo[1,5-a]pyridin-4-yl)phenyl)-1-isopropyl-2,4-dioxo-3-(pyridin-2-yl)-1,2,3,4-tetrahydropyrimidine-5-carboxamide NC=1N=NN2C1C(=CC(=C2)C2CCN(CC2)C(C(C)C)=O)C2=CC=C(C=C2)NC(=O)C=2C(N(C(N(C2)C(C)C)=O)C2=NC=CC=C2)=O